5-(2'-aminopropyl)-2,3-dihydrobenzofuran NC(CC=1C=CC2=C(CCO2)C1)C